(E)-2-(4-(6-chloro-7-(2-fluorophenyl)quinazolin-4-yl)piperazine-1-carbonyl)-3-(thiazol-5-yl)acrylonitrile ClC=1C=C2C(=NC=NC2=CC1C1=C(C=CC=C1)F)N1CCN(CC1)C(=O)\C(\C#N)=C\C1=CN=CS1